C(CCCCCCCCCCCCCCC)(=O)OCCCCCCCC Octyl hexadecanoate